NCCC1=CN=C2N1C=C(C=C2)C2=CC(=C(C=C2OCCC=2C(=NN(C2C)C)C(=O)NC)Cl)F 4-(2-{6-[3-(2-aminoethyl)imidazo[1,2-a]pyridin-6-yl]-3-chloro-4-fluorophenoxy}ethyl)-N,1,5-trimethyl-1H-pyrazole-3-carboxamide